Methyl-(2,3-dimethylphenyl)silane C[SiH2]C1=C(C(=CC=C1)C)C